FC1=C(OC2=C(C=C(C=C2)NS(=O)(=O)CC)C=2C3=C(C(N(C2)C)=O)C=C(S3)C(=O)NCC)C=CC(=C1)F 7-(2-(2,4-difluorophenoxy)-5-(ethylsulfonylamino)phenyl)-N-ethyl-5-methyl-4-oxo-4,5-dihydrothieno[3,2-c]pyridine-2-carboxamide